C(=CC)C1=C(C=CC=C1)OCCCCCCCCC nonyl propenyl-phenyl ether